CNC=1N=CC(=C2C=C(N=CC12)NC(=O)C1CC1)C1=NN2C(C=CC(=C2)C(F)(F)F)=N1 N-(8-(methylamino)-5-(6-(trifluoromethyl)-[1,2,4]triazolo[1,5-a]pyridin-2-yl)-2,7-naphthyridin-3-yl)cyclopropanecarboxamide